4-isopentenyl-oxo-resveratrol C(CC(=C)C)C1=C(C(C(C=C1O)C=CC1=CC=C(O)C=C1)=O)O